4-(2-Amino-5-(2-methoxy-pyridin-3-yl)-4-oxo-4,7-dihydro-3H-pyrrolo[2,3-d]pyrimidin-6-yl)-N,N-dimethylbenzenesulfonamide, trifluoroacetic acid salt FC(C(=O)O)(F)F.NC=1NC(C2=C(N1)NC(=C2C=2C(=NC=CC2)OC)C2=CC=C(C=C2)S(=O)(=O)N(C)C)=O